CN(C)CC1=C(C(=CC=C1)CN(C)C)O 2,6-di[(dimethylamino)methyl]phenol